C(C)(C)(C)OC(=O)N1CCC(CC1)C=1SC2=C(N1)C=C(N2C(=O)OC(C)(C)C)C=2C(=C(C=1N(C2)N=CN1)C)C tert-butyl 2-(1-(tert-butoxycarbonyl)piperidin-4-yl)-5-(7,8-dimethyl-[1,2,4]triazolo[1,5-a]pyridin-6-yl)-4H-pyrrolo[3,2-d]thiazole-4-carboxylate